N-(2-[2-[(propan-2-yl)amino]ethoxy]-5-(4,4,5,5-tetramethyl-1,3,2-dioxaborolan-2-yl)pyridin-3-yl)methanesulfonamide CC(C)NCCOC1=NC=C(C=C1NS(=O)(=O)C)B1OC(C(O1)(C)C)(C)C